ethyl 2-(3-((benzyloxy)methyl)isoxazol-5-yl)acetate C(C1=CC=CC=C1)OCC1=NOC(=C1)CC(=O)OCC